5-(2-chloro-5-fluoropyrimidin-4-yl)-1,1-dimethyl-3-oxo-7-sulfonylisoindoline-2-carboxylic acid tert-butyl ester C(C)(C)(C)OC(=O)N1C(C=2C(CC(=CC2C1=O)C1=NC(=NC=C1F)Cl)=S(=O)=O)(C)C